(E)-4-(((E)-3-(4-acetoxy-3-hydroxyphenyl)acryloyl)oxy)-3-chlorobenzyl-3-(4-acetoxy-3-Hydroxyphenyl)acrylate C(C)(=O)OC1=C(C=C(C=C1)/C=C/C(=O)OC1=C(C=C(COC(\C=C\C2=CC(=C(C=C2)OC(C)=O)O)=O)C=C1)Cl)O